C1(=CC=CC=C1)C=CCC=CC1=CC=CC=C1 1,5-diphenyl-pentan-1,4-diene